chromium tri(tetrahydrofuran) O1CCCC1.O1CCCC1.O1CCCC1.[Cr]